ClC1=CC(=C(COC2=CC=CC(=N2)[C@H]2[C@@H](CN(CC2)CC2=NC3=C(N2CCOC)C=C(C=C3)C(=O)O)C)C=C1)F {[(3S,4R)-4-{6-[(4-chloro-2-fluorobenzyl)oxy]pyridin-2-yl}-3-methylpiperidin-1-yl]methyl}-1-(2-methoxyethyl)-1H-benzimidazole-6-carboxylic acid